ClC=1C(=C(C(=NC1)F)F)I 5-chloro-2,3-difluoro-4-iodopyridine